O[C@@]1(COCC2=C1NC(C1=C2C=C(S1)C=1C=NNC1)=O)C(C)C (S)-4-hydroxy-4-isopropyl-8-(1H-pyrazol-4-yl)-1,3,4,5-tetrahydro-6H-pyrano[4,3-b]Thieno[3,2-d]Pyridin-6-one